4-(2-((3-methoxyphenyl)amino)oxazol-5-yl)benzonitrile COC=1C=C(C=CC1)NC=1OC(=CN1)C1=CC=C(C#N)C=C1